[C@H]12[C@@H](C[C@H](CC1)O2)N(C(=O)C2=C(OC=1C(=NC=NC1)N1CC3(C1)CCN(CC3)C(=O)OC(C)(C)C)C=CC(=C2)F)C(C)C tert-butyl 2-(5-(2-(((1r,2r,4s)-7-oxabicyclo[2.2.1]hept-2-yl) (isopropyl) carbamoyl)-4-fluorophenoxy) pyrimidin-4-yl)-2,7-diazaspiro[3.5]nonane-7-carboxylate